N-(3-bromo-2-methyl-phenyl)-5-[(2-hydroxyethylamino)methyl]pyridine-2-carboxamide BrC=1C(=C(C=CC1)NC(=O)C1=NC=C(C=C1)CNCCO)C